methyl (3S)-7-cyanooctahydroindolizine-3-carboxylate C(#N)C1CCN2[C@@H](CCC2C1)C(=O)OC